(S)-3-((R)-3-cyclopropyl-2-(4-(2-(dimethylamino)ethyl)-5-methylpyridin-2-yl)propanamido)-3-(4,4'-difluoro-2',5,6'-trimethyl-[1,1'-biphenyl]-3-yl)propanoic acid C1(CC1)C[C@@H](C(=O)N[C@@H](CC(=O)O)C=1C=C(C=C(C1F)C)C1=C(C=C(C=C1C)F)C)C1=NC=C(C(=C1)CCN(C)C)C